2,2-difluoro-N,N-dimethyl-acetamide FC(C(=O)N(C)C)F